OC(C=CC=CC=CC(=O)O)=C(CCCCCCCCCCC)O 8,9-DiHydroxyEicosatetraenoic Acid